N'-(3-trifluoromethylphenyl)urea FC(C=1C=C(C=CC1)NC(N)=O)(F)F